[N+](=O)([O-])C1=CC=C(C=C1)N1CCC(CC1)CCN1C(CNCC1)=O 1-[2-[1-(4-nitrophenyl)-4-piperidyl]ethyl]piperazin-2-one